2-amino-6-borono-2-(1-(3,4-difluorophenethyl)piperidin-4-yl)hexanoic acid NC(C(=O)O)(CCCCB(O)O)C1CCN(CC1)CCC1=CC(=C(C=C1)F)F